NCCNCCC[SiH](OCC)OCC N-(beta-aminoethyl)-gamma-aminopropyl-diethoxysilane